C1(CC1)N(C(OC(C)(C)C)=O)C1CCN(CC1)C=1C2=CN(N=C2C(=CC1)C(NC=1N=C2N(C=C(N=C2CN(S(=O)(=O)C)C)C)C1)=O)C tert-butyl N-cyclopropyl-N-[1-[2-methyl-7-[[6-methyl-8-[[methyl(methylsulfonyl) amino]methyl]imidazo[1,2-a]pyrazin-2-yl]carbamoyl]indazol-4-yl]-4-piperidyl]carbamate